5-CHLORO-1-CYCLOPROPYL-1H-BENZO[D]IMIDAZOLE-2(3H)-ONE ClC1=CC2=C(N(C(N2)=O)C2CC2)C=C1